ClC1=CC=C(C=C1)C(NS(=O)(=O)C1=CC=C(C=C1)OC(F)(F)F)C1CCCC1 N-((4-chlorophenyl)(cyclopentyl)methyl)-4-(trifluoromethoxy)benzenesulfonamide